(E)-4-(Dimethylamino)-N-(isoindolin-4-yl)-N-methylbut-2-enamide CN(C/C=C/C(=O)N(C)C1=C2CNCC2=CC=C1)C